N12C=CCNC2CCC1 1,5-diazabicyclo-[4.3.0]-nonene